FC1(CCC(CC1)[C@H](NC(=O)C1=CC=NN1CC)C=1OC2=C(N1)C=C(C=C2F)[C@@H](COC)N2C(N[C@@H](C2)C(F)(F)F)=O)F N-((S)-(4,4-difluorocyclohexyl)(7-fluoro-5-((S)-2-methoxy-1-((S)-2-oxo-4-(trifluoromethyl)imidazolidin-1-yl)ethyl)benzo[d]oxazol-2-yl)methyl)-1-ethyl-1H-pyrazole-5-carboxamide